FC1=C(C(=O)NC=2SC(=NN2)CCC2=CC=CC=C2)C=CC=N1 2-fluoro-N-(5-phenethyl-1,3,4-thiadiazol-2-yl)nicotinamide